FC(N1C(C=C(C=C1)C=1N=NC(=CC1)NC1C[C@@H]2[C@@H](CN(C2)CC2CCOCC2)C1)=O)F 1-(difluoromethyl)-4-(6-(((3aR,5s,6aS)-2-((tetrahydro-2H-pyran-4-yl)methyl)octahydrocyclopenta[c]pyrrol-5-yl)amino)pyridazin-3-yl)pyridin-2(1H)-one